CC1=CC(=NC=2N1N=CC2C(=O)OCC)\C=C\C(C)=O ethyl (E)-7-methyl-5-(3-oxobut-1-en-1-yl)pyrazolo[1,5-a]pyrimidine-3-carboxylate